6-tertiary butyl-2-ethylphenol C(C)(C)(C)C1=CC=CC(=C1O)CC